(3-(3-(4-fluorophenyl)-4-oxo-3,4-dihydro-phthalazin-1-yl)phenyl)propane-1-sulfonamide FC1=CC=C(C=C1)N1N=C(C2=CC=CC=C2C1=O)C=1C=C(C=CC1)C(CC)S(=O)(=O)N